3-(3,3-dimethylbutyl)-1-(3-(3-(3,3-dimethylbutyl)-1H-imidazol-3-ium-1-yl)phenyl)-1H-benzo[d]imidazol-3-ium dichloride [Cl-].[Cl-].CC(CC[N+]1=CN(C2=C1C=CC=C2)C2=CC(=CC=C2)N2C=[N+](C=C2)CCC(C)(C)C)(C)C